ClP1C(CCC1C1=CC=CC=C1)C1=CC=CC=C1 rac-1-chloro-2,5-diphenyl-phospholane